OC=1C=C(C=CC1O)CCC(=O)O 3-(3,4-dihydroxy-phenyl)propionic acid